ClC=1C=CC=2N(N1)C(=NN2)C(F)(F)Cl 6-chloro-3-[chloro(difluoro)methyl]-[1,2,4]triazolo[4,3-b]pyridazine